(R)-1-((4-chloro-5-fluoro-2-(2-methoxy-7-methylquinoxalin-5-yl)benzo[d]thiazol-6-yl)oxy)propan-2-yl (2-(2-hydroxyethyl)pyrimidin-5-yl)carbamate OCCC1=NC=C(C=N1)NC(O[C@@H](COC1=CC2=C(N=C(S2)C2=C3N=CC(=NC3=CC(=C2)C)OC)C(=C1F)Cl)C)=O